(S)-1-(1-((5-(4-((4-((3-(hydroxymethyl)-4H-1,2,4-triazol-4-yl)methyl)phenyl)ethynyl)phenyl)isoxazol-3-yl)methyl)-1H-imidazol-2-yl)ethan-1-ol OCC1=NN=CN1CC1=CC=C(C=C1)C#CC1=CC=C(C=C1)C1=CC(=NO1)CN1C(=NC=C1)[C@H](C)O